methyl-6-(1-(tert-butoxycarbonyl)piperidin-4-yl)methyl-pyridine CC1=NC(=CC=C1)CC1CCN(CC1)C(=O)OC(C)(C)C